C(C)OC(=O)C=1N=C2N(C=C(C=C2)C2CC2)C1.NCCNC(C1=C(C=CC=C1)NC(C1=C(C=CC=C1)F)=O)=O N-(2-aminoethyl)-2-(2-fluorobenzamido)benzamide ethyl-6-cyclopropylimidazo[1,2-a]pyridine-2-carboxylate